ClC1=C(C(=NC=C1)C)N1C(C2=CC(=C(C=C2[C@H](C1)C(=C)C)N1N=C(N(C1=O)CC)CO)F)=O |r| Racemic-2-(4-Chloro-2-methylpyridin-3-yl)-6-(4-ethyl-3-(hydroxymethyl)-5-oxo-4,5-dihydro-1H-1,2,4-triazol-1-yl)-7-fluoro-4-(prop-1-en-2-yl)-3,4-dihydroisoquinolin-1(2H)-one